C(CCC1=CC=CC=C1)(=O)O.[As] arsenic hydrocinnamic acid